(8-chloroimidazo[1,2-a]pyridin-2-yl)[(3R,3'R)-3'-hydroxy-1,4-dihydro-1'H,2H-spiro[isoquinoline-3,4'-piperidin]-1'-yl]methanone ClC=1C=2N(C=CC1)C=C(N2)C(=O)N2C[C@H]([C@@]1(CC2)NCC2=CC=CC=C2C1)O